2-[(1R,6R)-6-isopropenyl-3-methylcyclohex-2-en-1-yl]-3-hydroxy-5-pentylphenolate C(=C)(C)[C@@H]1CCC(=C[C@H]1C1=C(C=C(C=C1O)CCCCC)[O-])C